1-(4-(3-methoxyoxetan-3-yl)phenyl)-4-(4-(trifluoromethyl)phenyl)piperidine COC1(COC1)C1=CC=C(C=C1)N1CCC(CC1)C1=CC=C(C=C1)C(F)(F)F